C1(CC1)C1=NN=C(O1)C=1C(=CC(=NC1)NC1=CC=C2C(=N1)C(OC2=O)(C)C)N[C@H](CO)C2=CC=CC=C2 2-{[5-(5-cyclopropyl-1,3,4-oxadiazol-2-yl)-4-{[(1S)-2-hydroxy-1-phenylethyl]amino}pyridin-2-yl]amino}-7,7-dimethyl-5h,7h-furo[3,4-b]pyridin-5-one